C(C=C)(=O)OCCC(C(C(C(C(C(C(C(F)(F)F)(F)F)(F)F)(F)F)(F)F)(F)F)(F)F)(F)F 3,3,4,4,5,5,6,6,7,7,8,8,9,9,10,10,10-heptadecafluorodecyl acrylate